2-(2-(tert-butyl)-4-fluorophenoxy)-N-(4-hydroxyphenyl)acetamide C(C)(C)(C)C1=C(OCC(=O)NC2=CC=C(C=C2)O)C=CC(=C1)F